tetraoctyl 3,3',3'',3'''-((((6-((3-hydroxypropyl)amino)-1,3,5-triazine-2,4-diyl)bis(azanediyl))bis(propane-3,1-diyl))bis(azanetriyl))tetrapropionate OCCCNC1=NC(=NC(=N1)NCCCN(CCC(=O)OCCCCCCCC)CCC(=O)OCCCCCCCC)NCCCN(CCC(=O)OCCCCCCCC)CCC(=O)OCCCCCCCC